C1(=CCCCCC1)C1C=CC2N(C=3C=CC=CC3CC21)S(=O)(=O)CC2=CC=CC=C2 1-cycloheptenyl-4-toluenesulfonyl-3a,4,9,9a-tetrahydro-1H-cyclopenta[b]quinoline